O=C(OCOCOCOCN(C)C)N(CC=1SC=CC1)CC=1SC=CC1 9-oxo-11-(2-thienyl)-10-(2-thienylmethyl)-2,4,6,8-tetraoxa-10-aza-undecyl-N,N-dimethylamine